2-[3-[[4-(Aminomethyl)-3-pyridinyl]oxy]propyl]isoindoline-1,3-dione NCC1=C(C=NC=C1)OCCCN1C(C2=CC=CC=C2C1=O)=O